1,3-divinyltetramethyl disiloxane tert-butyl (2S)-4-(7-chloro-8-fluoro-2-methoxy-pyrido[4,3-d]pyrimidin-4-yl)-2-(cyanomethyl)piperazine-1-carboxylate ClC1=C(C=2N=C(N=C(C2C=N1)N1C[C@@H](N(CC1)C(=O)OC(C)(C)C)CC#N)OC)F.C(=C)[Si](O[Si](C=C)(C)C)(C)C